(3-fluoro-4-nitrophenyl)-1-morpholinoethan-1-one FC=1C=C(C=CC1[N+](=O)[O-])CC(=O)N1CCOCC1